((2,6-dihydroxy-3'-methyl-4-pentyl-[1,1'-biphenyl]-3-yl)sulfonyl)alanine OC1=C(C(=CC(=C1S(=O)(=O)N[C@@H](C)C(=O)O)CCCCC)O)C1=CC(=CC=C1)C